4-(2-(thiazol-2-yl)-4-(trifluoromethyl)phenoxy)piperidine-1-carbonyl chloride S1C(=NC=C1)C1=C(OC2CCN(CC2)C(=O)Cl)C=CC(=C1)C(F)(F)F